FC=1C=C(C#N)C=C(C1)OC1=CC=C(C=2[S@@](C([C@@H](C21)F)(F)F)=O)S(=O)(=O)C 3-fluoro-5-(((1S,3R)-2,2,3-trifluoro-7-(methylsulfonyl)-1-oxido-2,3-dihydrobenzo[b]thiophen-4-yl)oxy)benzonitrile